N-(6-((R)-2-(2,5-difluorophenyl)pyrrolidin-1-yl)-1,5-naphthyridin-4-yl)-3-hydroxypyrrolidine-1-carboxamide FC1=C(C=C(C=C1)F)[C@@H]1N(CCC1)C=1N=C2C(=CC=NC2=CC1)NC(=O)N1CC(CC1)O